2-methyl-2-methylsulfanyl-propanal CC(C=O)(C)SC